C(C(=O)OCCCC)(=O)OC methyl n-butyl oxalate